5-(3,3-dimethylazetidin-1-yl)pentanoic acid CC1(CN(C1)CCCCC(=O)O)C